γ-Aminopropyltris(methoxyethoxyethoxy)silane NCCC[Si](OCCOCCOC)(OCCOCCOC)OCCOCCOC